(8S)-2-(4-amino-2-methyl-indol-1-yl)-N-benzyl-N-[(2,4-dimethoxyphenyl)methyl]-8-methoxy-5,6,7,8-tetrahydroquinazolin-4-amine NC1=C2C=C(N(C2=CC=C1)C1=NC=2[C@H](CCCC2C(=N1)N(CC1=C(C=C(C=C1)OC)OC)CC1=CC=CC=C1)OC)C